(2S,4R)-1-{2-[(9,9-difluorofluoren-3-yl)formamido]acetyl}-4-fluoro-4-(fluoromethyl)pyrrolidine-2-carboxylic acid FC1(C2=CC=CC=C2C=2C=C(C=CC12)C(=O)NCC(=O)N1[C@@H](C[C@@](C1)(CF)F)C(=O)O)F